nonadecane-8,10-diol CCCCCCCC(CC(CCCCCCCCC)O)O